OC1=C(CNC2=NC(=C3NC=NC3=N2)N)C=CC(=C1)O 2-(2,4-dihydroxybenzylamino)-6-aminopurine